1-[Bis(dimethylamino)methylene]-1H-1,2,3-triazolo[4,5-b]pyridinium 3-oxid hexa-fluorophosphate F[P-](F)(F)(F)(F)F.CN(C)C(=[N+]1N=[N+](C2=NC=CC=C21)[O-])N(C)C